C(C=C)(=O)NC=1C=C(C=CC1)C=1C=C(C=C2C=NC=NC12)C=1C=CC(=NC1)C(=O)NC1=CC=CC=C1 5-(8-(3-acrylamidophenyl)quinazolin-6-yl)-N-phenyl-picolinamide